C(C)(C)(C)N(C(O)=O)[C@H](C(=O)NC1=NC=CC(=C1)C(COC)O)C1CCC(CC1)C.CN(CCCNC(CCCCCCCCCCCCCCCCC)=O)C N-(3-(dimethylamino)propyl)Stearamide tert-butyl-((1S)-2-((4-(1-hydroxy-2-methoxyethyl)-pyridin-2-yl)amino)-1-((1r,4S)-4-methylcyclohexyl)-2-oxoethyl)carbamate